1-(oxetan-3-yl)-4-[4-(4,4,5,5-tetramethyl-1,3,2-dioxaborolan-2-yl)-3,6-dihydro-2H-pyran-6-yl]pyrazole O1CC(C1)N1N=CC(=C1)C1C=C(CCO1)B1OC(C(O1)(C)C)(C)C